2-(2-(3,3-difluoropyrrolidin-1-yl)-2-oxoethyl)-6-hydroxy-1-methyl-3-oxo-3,8,9,10-tetrahydropyrano[3,2-f]chromene-5-carbaldehyde FC1(CN(CC1)C(CC1=C(C=2C=3CCCOC3C(=C(C2OC1=O)C=O)O)C)=O)F